2-(5-(3,4-dimethoxyphenyl)-4-isopropyl-1H-pyrazol-3-yl)-5-(1-(tetrahydro-2H-pyran-4-yl)piperidin-4-yl)thiazole COC=1C=C(C=CC1OC)C1=C(C(=NN1)C=1SC(=CN1)C1CCN(CC1)C1CCOCC1)C(C)C